C1(CCCC1)OC=1C=C(C=CC1C=1NC(C2=C(N1)NN=N2)=O)C2=C(C=C(C=C2)C(=O)O)O 3'-(cyclopentyloxy)-2-hydroxy-4'-(7-oxo-6,7-dihydro-3H-[1,2,3]triazolo[4,5-d]pyrimidin-5-yl)-[1,1'-biphenyl]-4-carboxylic acid